benzyl (8-bromo-6-(3-iodophenyl)-3,3,6-trimethyl-7-oxooctyl)(methyl)carbamate BrCC(C(CCC(CCN(C(OCC1=CC=CC=C1)=O)C)(C)C)(C)C1=CC(=CC=C1)I)=O